N1(N=CC=C1)C1=CC=C(CN2C3=NC(=NC=C3N(C2=O)C)C2=C(C(=CC=C2)F)C(C)C)C=C1 9-(4-(1H-pyrazol-1-yl)benzyl)-2-(3-fluoro-2-isopropylphenyl)-7-methyl-7,9-dihydro-8H-purin-8-one